(S)-3-(1-(2-(pyrrolidin-1-yl)ethyl)pyrrolidin-2-yl)pyridine N1(CCCC1)CCN1[C@@H](CCC1)C=1C=NC=CC1